C(C)(C)(C1=CC=CC=C1)OOO hydroxyl cumyl peroxide